2,3,4,6-tetra-O-acetyl-1-(2-bromoethoxy)-galactose C(C)(=O)O[C@@H](C(=O)OCCBr)[C@@H](OC(C)=O)[C@@H](OC(C)=O)[C@H](O)COC(C)=O